FC1=C(C=C(C(=C1)OC1=CC(=CC(=C1)C(F)(F)F)OC)F)S(=O)(=O)NC1=NC(=NS1)CN1CCOCC1 2,5-difluoro-4-[3-methoxy-5-(trifluoromethyl)phenoxy]-N-[3-(morpholin-4-ylmethyl)-1,2,4-thiadiazol-5-yl]benzene-1-sulfonamide